(2S)-3-(4-(2,3-dimethylpyridin-4-yl)phenyl)-2-((8S)-3-(4-hydroxyphenyl)-7-((S)-1-phenylpropyl)-2,3,6,7,8,9-hexaHydro-[1,4]dioxino[2,3-g]isoquinoline-8-carboxamido)propionic acid CC1=NC=CC(=C1C)C1=CC=C(C=C1)C[C@@H](C(=O)O)NC(=O)[C@H]1N(CC=2C=C3C(=CC2C1)OCC(O3)C3=CC=C(C=C3)O)[C@@H](CC)C3=CC=CC=C3